4-({(4-carboxybutyl)[2-(5-fluoro-2-{[4'-(trifluoromethyl)biphenyl-4-yl]methoxy}phenyl)ethyl]amino}methyl)benzoic acid C(=O)(O)CCCCN(CCC1=C(C=CC(=C1)F)OCC1=CC=C(C=C1)C1=CC=C(C=C1)C(F)(F)F)CC1=CC=C(C(=O)O)C=C1